N-[6-(cyclopropoxy)-2-[4-(hydroxymethyl)cyclohexyl]indazol-5-yl]-6-(trifluoromethyl)pyridine-2-carboxamide C1(CC1)OC=1C(=CC2=CN(N=C2C1)C1CCC(CC1)CO)NC(=O)C1=NC(=CC=C1)C(F)(F)F